ClC1=NC=C(C(=N1)N1C[C@@H]2C([C@@H]2C1)CCNC(=O)C1=CC2=C(N=C3SC=CN32)S1)F N-(2-((1R,5S,6s)-3-(2-chloro-5-fluoropyrimidin-4-yl)-3-azabicyclo[3.1.0]hexan-6-yl)ethyl)thieno[2',3':4,5]imidazo[2,1-b]thiazole-2-carboxamide